C1(C=CC2=CC=CC=C12)N cis-indeneamine